CN(CCNC(C=C)=O)C N,N-dimethyl-acryloylethylenediamine